S(=O)(=O)(O)[O-].C(CCC)[N+](CCCC)(CCCC)CCCC N,N,N-tributylbutan-1-aminium hydrogen sulfate